N[C@@H](COC1=NC(=NC(=C1)C1=C(C=CC=C1C)C)NS(=O)(=O)C=1C=C(C(=O)O)C=CC1)C[C@@H]1OC(CC1)(C)C 3-[[4-[(2R)-2-amino-3-[(2R)-5,5-dimethyltetrahydrofuran-2-yl]propoxy]-6-(2,6-dimethylphenyl)pyrimidin-2-yl]sulfamoyl]benzoic acid